C(C)OC(CCCCC)=O.C1(CCCCCO1)=O caprolactone ethyl-hexanoate